(2R,3R,4R)-2-(hydroxymethyl)-3,4-dihydro-2H-pyran-3,4-diol OC[C@H]1OC=C[C@H]([C@H]1O)O